C1(CCCCC1)C(COCCC(C)C)(COCCC(C)C)CCC(CC)CC 2-cyclohexyl-2-(3-ethylpentyl)-1,3-diisopentoxypropane